ClC1=CC=C(C=C1)C1=C(CCC(C1)(C)C)CN1C2CN(CC1C2)CC=2C=C1CN(C(C1=C(C2)F)=O)C2C(NC(CC2)=O)=O 3-(5-((6-((4'-chloro-5,5-dimethyl-3,4,5,6-tetrahydro-[1,1'-biphenyl]-2-yl)methyl)-3,6-diazabicyclo[3.1.1]heptan-3-yl)methyl)-7-fluoro-1-oxoisoindolin-2-yl)piperidine-2,6-dione